1-dodecyl-4-methylpiperidinium cyanide [C-]#N.C(CCCCCCCCCCC)[NH+]1CCC(CC1)C